2-(methylthio)-4-chloro-pyrimidine CSC1=NC=CC(=N1)Cl